N1C(=NC2=C1C=CC=C2)C2=CC(=NN2C)NC(=O)C=2C=NC(=CC2)N2CC(C2)OC N-[5-(1H-benzimidazol-2-yl)-1-methyl-pyrazol-3-yl]-6-(3-methoxyazetidin-1-yl)pyridine-3-carboxamide